3-(7-bromo-1H-perimidin-1-yl)piperidine-2,6-dione BrC1=C2C=CC=C3N=CN(C(C=C1)=C32)C3C(NC(CC3)=O)=O